The molecule is a trienoic fatty acid, that is icosanoic acid containing double bonds at positions 8, 11 and 14 and a triple bond at position 5. It has a role as a mouse metabolite. It is an acetylenic fatty acid, a trienoic fatty acid and a long-chain fatty acid. CCCCCC=CCC=CCC=CCC#CCCCC(=O)O